ClCCOC1=C(C=CC=C1)[N+](=O)[O-] 2-(2-chloroethoxy)nitrobenzene